2'-amino-3'-methoxyflavone NC1=C(C=2OC3=CC=CC=C3C(C2)=O)C=CC=C1OC